(2S,4r)-1-[(2S)-2-(4-cyclopropyl-triazol-1-yl)-3,3-dimethyl-butyryl]-N-[[4-(4-ethoxyphenyl)tetrahydropyran-4-yl]methyl]-4-hydroxy-pyrrolidine-2-carboxamide C1(CC1)C=1N=NN(C1)[C@H](C(=O)N1[C@@H](C[C@H](C1)O)C(=O)NCC1(CCOCC1)C1=CC=C(C=C1)OCC)C(C)(C)C